3-[[3-(1,1-dioxothiazetidin-2-yl)-2-fluoro-phenyl]methyl]-7-[(3-fluoro-2-pyridyl)oxy]-4-methyl-chromen-2-one O=S1(N(CC1)C=1C(=C(C=CC1)CC=1C(OC2=CC(=CC=C2C1C)OC1=NC=CC=C1F)=O)F)=O